C(C=C)(=O)N1CCC(CC1)(C#N)C1=NC(=NC=2CC(CCC12)C1=CC(=CC2=CC=CC=C12)O)OCC1N(CCC1)C 1-acryloyl-4-(7-(3-hydroxynaphthalen-1-yl)-2-((1-methylpyrrolidin-2-yl)methoxy)-5,6,7,8-tetrahydroquinazolin-4-yl)piperidine-4-carbonitrile